NC1=C(C(=NN1C(C)(C)C)C1=CC=C(C=C1)CC(=O)O)C(N)=O [4-(5-Amino-1-tert-butyl-4-carbamoylpyrazol-3-yl)phenyl]acetic acid